FC(C=1C(=C(C=CC1)[C@@H](C)NC1=NC=2N(C3=CC(=C(C=C13)OC)OC)C=CN2)F)F (R)-N-(1-(3-(difluoromethyl)-2-fluorophenyl)ethyl)-7,8-dimethoxyimidazo[1,2-a]quinazolin-5-amine